N1N=CC2=C(C=CC=C12)[C@H]1N(C[C@@H](CC1)C)C(C(=O)NC1=C(C(=NC=C1)OC)C(=O)N)=O [[2-[(2S,5R)-2-(1H-indazol-4-yl)-5-methyl-1-piperidyl]-2-oxo-acetyl]amino]-2-methoxy-pyridine-3-carboxamide